BrC1CC(N(C1)C(=O)[O-])COC 4-bromo-2-(methoxymethyl)pyrrolidine-1-carboxylate